1,5-anhydro-2,3-dideoxy-3-(((4-methoxy-7-((6-(1-methyl-1H-pyrazol-4-yl)pyridin-3-yl)methyl)-2,3-dihydro-1H-inden-5-yl)carbonyl)amino)-L-threo-pentitol COC1=C2CCCC2=C(C=C1C(=O)N[C@H]1CCOC[C@@H]1O)CC=1C=NC(=CC1)C=1C=NN(C1)C